1,1,4-trimethylcyclohepta-2,4-dien-6-one CC1(C=CC(=CC(C1)=O)C)C